Methyl (1r,3r)-3-(11-amino-3-cyclopropyl-4-oxo-5,6-dihydroisoxazolo[4'',3'':6',7']cyclohepta[1',2':4,5]pyrrolo[2,3-d]pyrimidin-7(4H)-yl)cyclobutane-1-carboxylate NC=1C2=C(N=CN1)N(C1=C2C=2C(C(CC1)=O)=C(ON2)C2CC2)C2CC(C2)C(=O)OC